tert-butyl (2-((1-(6-((2-amino-2-oxo-1-phenylethyl)thio)-3,5-dicyano-4-ethylpyridin-2-yl)piperidin-4-yl)amino)-2-oxoethyl)carbamate NC(C(C1=CC=CC=C1)SC1=C(C(=C(C(=N1)N1CCC(CC1)NC(CNC(OC(C)(C)C)=O)=O)C#N)CC)C#N)=O